C(C1=CC=CC=C1)OC=1C=C2C(C(N(C2=CC1)C)=O)=O 5-(benzyloxy)-1-methylindole-2,3-dione